OC1CC(CCC1C1CC(CCC1C(=C)C)C)CCCCC 6-hydroxy-3'-methyl-4-pentyl-6'-(prop-1-en-2-yl)[1,1-bi(cyclohexane)]